1-(4-sulfamoylbenzyl)-1H-benzo[d]imidazole-5-carboxylic acid Ethyl ester C(C)OC(=O)C1=CC2=C(N(C=N2)CC2=CC=C(C=C2)S(N)(=O)=O)C=C1